3-Bromo-N-((1-(6-(trifluoromethyl)pyridin-2-yl)piperidin-4-yl)methyl)-1H-1,2,4-triazol-5-amine BrC1=NNC(=N1)NCC1CCN(CC1)C1=NC(=CC=C1)C(F)(F)F